N-allyl-6-(2-allyl-6-(methylsulfanyl)-3-oxo-2,3-dihydro-1H-pyrazolo[3,4-d]pyrimidin-1-yl)-N-methylpyridinamide C(C=C)N(C(=O)C1=NC(=CC=C1)N1N(C(C=2C1=NC(=NC2)SC)=O)CC=C)C